1-allyl-3,3-dimethyl-6-(methylthio)-1H-2,1-benzothiazin-4(3H)-one 2,2-dioxide C(C=C)N1S(C(C(C2=C1C=CC(=C2)SC)=O)(C)C)(=O)=O